4-((R)-6-(difluoromethyl)-6-hydroxy-1,4-oxazepan-4-yl)-6-((S)-1-((2S,4R)-4-fluoro-1-methylpyrrolidin-2-yl)ethoxy)-N-hydroxy-1,3,5-triazine-2-carboximidamide FC([C@]1(CN(CCOC1)C1=NC(=NC(=N1)O[C@@H](C)[C@H]1N(C[C@@H](C1)F)C)C(NO)=N)O)F